OC(C[N-]C(CC)C)C N-(2-hydroxypropyl)methylpropylamide